N(=[N+]=[N-])\C(\C(=O)OC)=C/C1=C(C=CC(=C1)Br)F (Z)-methyl 2-azido-3-(5-bromo-2-fluorophenyl)acrylate